1-(4-morpholinobenzyl-phenyl)butanone benzyl-N-(2-{3-[(tert-butyldimethylsilyl)oxy]-4-(1,3-dioxolan-2-yl)phenyl}ethyl)carbamate C(C1=CC=CC=C1)OC(NCCC1=CC(=C(C=C1)C1OCCO1)O[Si](C)(C)C(C)(C)C)=O.O1CCN(CC1)C1=CC=C(CC2=C(C=CC=C2)CC(CC)=O)C=C1